IC(CCCCC)(I)I triiodohexane